C(CCCCCCCC=C)[Si](Cl)(CCCC=C)CCCCCCCCC=C bis(9-decenyl)-(4-pentenyl)chlorosilane